C(CSCCS)SCCS 2'-(ethylenedithio)diethanthiol